N-(4-fluoro-3-((5-(imidazo[1,2-a]pyridin-7-yl)-2-((1-methyl-1H-pyrazol-4-yl)amino)pyrimidin-4-yl)amino)phenyl)acrylamide FC1=C(C=C(C=C1)NC(C=C)=O)NC1=NC(=NC=C1C1=CC=2N(C=C1)C=CN2)NC=2C=NN(C2)C